propylene oxide (methyl ethyl acetate) CC(C(=O)O)CC.C1C(C)O1